2-[4-[6-chloro-2-(2,5-dimethylpyrrol-1-yl)-1-methyl-benzoimidazol-4-yl]-2-methyl-pyrazol-3-yl]benzonitrile ClC=1C=C(C2=C(N(C(=N2)N2C(=CC=C2C)C)C)C1)C1=C(N(N=C1)C)C1=C(C#N)C=CC=C1